cyclohexane-1,2,4-tripropionic acid C1(C(CC(CC1)CCC(=O)O)CCC(=O)O)CCC(=O)O